2-carbamimidoyl-2,3-dihydro-1H-isoindole-5-carboxylic acid [4-(1-carbamimidoyl-1,2,3,6-tetrahydro-pyridin-4-yl)-3-methyl-phenyl]-amide C(N)(=N)N1CCC(=CC1)C1=C(C=C(C=C1)NC(=O)C=1C=C2CN(CC2=CC1)C(N)=N)C